NC1=C(C(=CC=C1)C1=CC=CC=C1)O 3-amino-[1,1'-biphenyl]-2-ol